BrC1=CC(=C(C=O)C=C1)CC 4-Bromo-2-ethylbenzaldehyde